tri(isononyl) cyclohexane-1,2,4-tripropionate C1(C(CC(CC1)CCC(=O)OCCCCCCC(C)C)CCC(=O)OCCCCCCC(C)C)CCC(=O)OCCCCCCC(C)C